tert-Butyl 4-(2,2,2-trifluoro-1-phenyl-ethyl)piperazine-1-carboxylate FC(C(C1=CC=CC=C1)N1CCN(CC1)C(=O)OC(C)(C)C)(F)F